C(C)O[Si](CCCSSSSCCC[Si](OCC)(OCC)OCC)(OCC)OCC bis[3-(triethoxysilyl) propyl] tetrasulfide